C1(CC1)[SiH]1C[SiH](C1)C1CC1 1,3-dicyclopropyl-1,3-disilacyclobutane